CC(=CCCC=1CC2=C(C3=CC=C(C=C3C(=C2CC1)OC1=CC=CC=C1)C)OC(C=C)=O)C 2-(4-methyl-3-pentenyl)-6-methyl-9-acryloyloxy-10-phenoxy-1,4-dihydroanthracene